4-((4-methoxybenzyl)oxy)-2-((4-(methoxymethyl)benzyl)oxy)-5-(4-(trifluoromethyl)-1H-pyrrol-2-yl)pyridine COC1=CC=C(COC2=CC(=NC=C2C=2NC=C(C2)C(F)(F)F)OCC2=CC=C(C=C2)COC)C=C1